FC(C1=CC(=C(C=C1)CO)F)F [4-(difluoromethyl)-2-fluoro-phenyl]methanol